FC(C(C(C(F)(F)F)(F)F)(F)F)(S(=O)(=O)[O-])F perfluoro-1-butyl-sulfonate